4-fluoro-5-methylisoindoline FC1=C2CNCC2=CC=C1C